FC=1C=C(C(=O)NC23CC(C2)(C3)[C@@H](C(=O)NC3=CC=C(C=C3)F)C)C=CC1C 3-fluoro-N-[3-[(1S)-2-(4-fluoroanilino)-1-methyl-2-oxo-ethyl]-1-bicyclo[1.1.1]pentanyl]-4-methyl-benzamide